BrC=1C(=C2C(=NC1)NC[C@]21C[C@H](CC1)C(=O)NCCO)Cl |r| (1RS,3SR)-5'-Bromo-4'-chloro-N-(2-hydroxyethyl)-1',2'-dihydrospiro[cyclopentane-1,3'-pyrrolo[2,3-b]pyridine]-3-carboxamide